3-(5-{2',5,7-trimethyl-1H,2'H-[3,4'-biindazol]-1-yl}pyridin-2-yl)-3-azabicyclo[3.1.0]hexane-6-carboxylic acid CN1N=C2C=CC=C(C2=C1)C1=NN(C2=C(C=C(C=C12)C)C)C=1C=CC(=NC1)N1CC2C(C2C1)C(=O)O